(5-amino-2,2-dimethyl-1,3-dioxan-5-yl)methanol NC1(COC(OC1)(C)C)CO